di(arachidyl)behenyl-amine C(CCCCCCCCCCCCCCCCCCC)N(CCCCCCCCCCCCCCCCCCCCCC)CCCCCCCCCCCCCCCCCCCC